7-Benzyl-9,9-difluoro-3-(4-methylbenzyl)-2,3,6,7,8,9-hexahydroimidazo[1,2-a]pyrido[3,4-e]pyrimidin-5(1H)-one C(C1=CC=CC=C1)N1CC=2C(N=C3N(C2C(C1)(F)F)CCN3CC3=CC=C(C=C3)C)=O